C12CNCC(C1C1=C3CN(C(C3=C(C(=C1F)F)F)=O)C1CNCCC1)C2 3-(4-(3-Azabicyclo[3.1.1]heptane-6-yl)-5,6,7-trifluoro-1-oxoisoindoline-2-yl)piperidine